Cl.FC1=CC=C(C=C1)C1CNC1 3-(4-fluorophenyl)azetidine hydrochloride